BrC1=C(C(=CC=2N(C(OCC21)=O)CC(F)F)Br)C=O 5,7-dibromo-1-(2,2-difluoroethyl)-2-oxo-2,4-dihydro-1H-benzo[d][1,3]oxazine-6-carbaldehyde